2-chloro-3-(naphthalen-1-yl)quinoxaline ClC1=NC2=CC=CC=C2N=C1C1=CC=CC2=CC=CC=C12